C(CCCCCCCCCCCCCCCCCCCCCCCCCCCCC)(=O)OCCCCCCCCCCCCCCCCC heptadecan-1-yl triacontanoate